N-(1-(2-oxo-4-(o-tolyl)-2H-chromene-7-carbonyl)piperidin-4-yl)acetamide O=C1OC2=CC(=CC=C2C(=C1)C1=C(C=CC=C1)C)C(=O)N1CCC(CC1)NC(C)=O